carbonic acid radium [Ra].C(O)(O)=O